1-methyl-6-((4-(4-(trifluoromethyl)piperidin-1-yl)phenyl)amino)-3,4-dihydroquinazolin-2(1H)-one CN1C(NCC2=CC(=CC=C12)NC1=CC=C(C=C1)N1CCC(CC1)C(F)(F)F)=O